NC=1C=NC=CC1N1CCN(CC1)C(=O)OC(C)(C)C tert-Butyl 4-(3-aminopyridin-4-yl)piperazine-1-carboxylate